3-naphthyl-4-methyl-2,5-bis(benzothiazole-2-yl)thiophene C1(=CC=CC2=CC=CC=C12)C1=C(SC(=C1C)C=1SC2=C(N1)C=CC=C2)C=2SC1=C(N2)C=CC=C1